C(C)(C)(C)C=1C(=C(C=C(C1)C(C)(C)C)N1N=C2C(=N1)C=CC=C2)O 2-(3',5'-di-t-butyl-2'-hydroxyphenyl)benzotriazole